(aminomethyl)-4-methoxypiperidine-1-carboxylic acid tert-butyl ester C(C)(C)(C)OC(=O)N1C(CC(CC1)OC)CN